CC1=CC[C@@H]2[C@H](C1)C2(C)C The molecule is a car-3-ene (3,7,7-trimethylbicyclo[4.1.0]hept-3-ene) that has S configuration at position 1 and R configuration at position 6. It is an enantiomer of a (-)-car-3-ene.